benzyl [(6-bromo-1-{[2-(trimethylsilyl)ethoxy]methyl}-1H-benzimidazol-2-yl)methyl]carbamate BrC=1C=CC2=C(N(C(=N2)CNC(OCC2=CC=CC=C2)=O)COCC[Si](C)(C)C)C1